NCCCCC(C(=O)O)=O epsilon-amino-alpha-ketocaproic acid